C(CC)(=O)O.C(C)[C@@](C(=O)N)([C@@H](C1CC1)C=1C=C(C=C(C1F)C)C1=C(C=C(C=C1C)C)C)N1N=C(C(=CC1=O)C)CCN1CC(C1)F ethyl-(S)-3-(4-fluoro-2',4',5,6'-tetramethyl-[1,1'-biphenyl]-3-yl)-((S)-3-cyclopropyl-2-(3-(2-(3-fluoroazetidin-1-yl)ethyl)-4-methyl-6-oxopyridazin-1(6H)-yl)propanamide) propionate